FC=1C=C(C=CC1)N1[C@H]2[C@@H](CCC1)NCC2 (3aR,7aR)-4-(3-fluorophenyl)octahydro-1H-pyrrolo[3,2-b]pyridine